N=1C=CN(C=CC1)C(=O)N [1,4]Diazepine-4-carboxamide